1-cyclopropyl-4-(4-((4-((cyclopropylmeth-yl)amino)-5-(trifluoromethyl)-7H-pyrrolo[2,3-d]pyrimidin-2-yl)amino)-3-methoxyphenyl)-1,4-azaphosphinane 4-oxide C1(CC1)N1CCP(CC1)(C1=CC(=C(C=C1)NC=1N=C(C2=C(N1)NC=C2C(F)(F)F)NCC2CC2)OC)=O